methylenebis(cyclohexane-4,1-diyl) diisocyanate C(C1CCC(CC1)N=C=O)C1CCC(CC1)N=C=O